λ6-sulfanimine [SH4]=N